ethoxy-2',3,3'-trifluoro-[1,1'-biphenyl]-2-ol C(C)OC=1C(=C(C(=CC1)C1=C(C(=CC=C1)F)F)O)F